C(C)OC(=O)N1CC2=CC=CC=C2C=C1 Isoquinoline-2-carboxylic acid ethyl ester